N-(4-bromopyridin-2-yl)-2-(piperazin-1-yl)acetamide tert-butyl-4-{[(4-bromopyridin-2-yl)carbamoyl]methyl}piperazine-1-carboxylate C(C)(C)(C)OC(=O)N1CCN(CC1)CC(NC1=NC=CC(=C1)Br)=O.BrC1=CC(=NC=C1)NC(CN1CCNCC1)=O